7-(2,7-Dimethyloxazolo[5,4-b]pyridin-5-yl)-2-(4-piperidyl)thiazolo[3,2-a]pyrimidin-5-on CC=1OC2=NC(=CC(=C2N1)C)C=1N=C2N(C(C1)=O)C=C(S2)C2CCNCC2